(S)-2-(((4-Oxochroman-7-yl)oxy)(pyridin-4-yl)methyl)benzamide O=C1CCOC2=CC(=CC=C12)O[C@H](C1=C(C(=O)N)C=CC=C1)C1=CC=NC=C1